(9Z,12Z)-N-[(3-methoxyphenyl)methyl]-9,12-octadecadienamide COC=1C=C(C=CC1)CNC(CCCCCCC\C=C/C\C=C/CCCCC)=O